[Pt].C(C)[Si](O[Si](C)(C)C)(C)CC diethyl-tetramethyl-disiloxane platinum salt